Ethyl 8-(2-hydroxyethoxy)-5-oxo-7-(1,2,3,4-tetrahydroquinoline-1-carbonyl)-1,5-dihydro-2H-chromeno[3,4-c]pyridine-3(4H)-carboxylate OCCOC=1C=CC2=C(C1C(=O)N1CCCC3=CC=CC=C13)OC(C=1CN(CCC12)C(=O)OCC)=O